4-fluoro-2-(1-methyl-2,6-dioxo-hexahydropyridin-3-yl)isoindol-1,3-dione FC1=C2C(N(C(C2=CC=C1)=O)C1C(N(C(CC1)=O)C)=O)=O